C1(=CC=CC=C1)C(S)(C1=CC=CC=C1)C1=CC=CC=C1 tri-phenylmethanethiol